C(C1=CC=CC=C1)OC(=O)[C@@H]1CC=C[C@@H](C1)O.ClC1=C(C=C(C=C1)Cl)S(=O)(=O)NC1=C(C(=C(C=C1)F)C#C)F 2,5-dichloro-N-(3-ethynyl-2,4-difluorophenyl)benzenesulfonamide benzyl-(1R,5R)-5-hydroxycyclohex-3-ene-1-carboxylate